N-(6-aminohexyl)-5-(4-tert-butylsulfanylphenyl)-2-(1-propanoylazetidin-3-yl)oxy-benzamide NCCCCCCNC(C1=C(C=CC(=C1)C1=CC=C(C=C1)SC(C)(C)C)OC1CN(C1)C(CC)=O)=O